(N-(2-hydroxybenzyl)aminomethyl)piperidine OC1=C(CNCN2CCCCC2)C=CC=C1